2-(2-Dimethylamino-3-hydroxy-propyl)-5-[1-(2-fluoro-6-methyl-phenyl)-piperidin-4-yl]-7-(2-trifluoromethyl-benzyl)-2,4,5,7-tetrahydro-pyrazolo[3,4-d]pyrimidin-6-on CN(C(CN1N=C2N(C(N(CC2=C1)C1CCN(CC1)C1=C(C=CC=C1C)F)=O)CC1=C(C=CC=C1)C(F)(F)F)CO)C